5-(succinimidyloxy)-3,4-dihydro-1-methyl-2H-pyrrolium hexachloroantimonate Cl[Sb-](Cl)(Cl)(Cl)(Cl)Cl.C1(CCC(N1OC=1CCC[N+]1C)=O)=O